BrC=1C=C2C(N(C=NC2=CC1)CCN1CCC(CC1)O)=O 6-Bromo-3-(2-(4-hydroxypiperidin-1-yl)ethyl)quinazolin-4(3H)-one